2-(4-(1-fluorocyclohexyl)phenyl)-4,4,5,5-tetramethyl-1,3,2-dioxaborolan FC1(CCCCC1)C1=CC=C(C=C1)B1OC(C(O1)(C)C)(C)C